7-bromo-5-methoxy-1,2,3,4-tetrahydronaphthalene BrC1=CC(=C2CCCCC2=C1)OC